ClC1=NN2C=3C(CCN(C3C=NC2=C1)C(=O)OC(C)(C)C)C(=O)OCC 10-tert-butyl 13-ethyl 4-chloro-2,3,7,10-tetra-azatricyclo[7.4.0.02,6]trideca-1(9),3,5,7-tetraene-10,13-dicarboxylate